1-bromo-4-[(chloro-methyl)-sulfonyl]-Benzene BrC1=CC=C(C=C1)S(=O)(=O)CCl